arsenic germanium selenium [Se].[Ge].[As]